2-(Methoxymethyl)-5-methyl-9-(5-fluoro-pyridin-2-yl)-2H-spiro[benzo[c]pyrazolo[4,3-e]azepine-6,1'-cyclopropan]-4(5H)-one COCN1N=C2C(C3=C(C=CC(=C3)C3=NC=C(C=C3)F)C3(CC3)N(C2=O)C)=C1